9,9-Diphenyl-9H-fluoren C1(=CC=CC=C1)C1(C2=CC=CC=C2C=2C=CC=CC12)C1=CC=CC=C1